N1CC(C1)C1=NC=C(C=C1)C1=C(C=C(C=C1)Cl)Cl 2-(Azetidin-3-yl)-5-(2,4-dichloro-phenyl)pyridine